6-(1H-1,2,4-triazol-1-yl)pyridazin-3(2H)-one N1(N=CN=C1)C=1C=CC(NN1)=O